6-methylbenzoyl-6-hydroxy-uracil CC1=CC=CC=C1C(=O)C=1C(NC(NC1O)=O)=O